tert-butyl (1-(4-chloropyridin-3-yl)-2-oxopiperidin-3-yl)carbamate ClC1=C(C=NC=C1)N1C(C(CCC1)NC(OC(C)(C)C)=O)=O